OP(O)OP(O)O.C(C)(C)(C)C1=C(C(=CC(=C1)C)C(C)(C)C)C(O)(C(CO)(CO)CO)C1CCCCC1 2,6-di-tert-butyl-4-methylphenyl-cyclohexyl-Pentaerythritol diphosphite